ClC1=CC=C(C=C1)[C@@]1(N(C(C2=CC(=CC=C12)C(C)(C)O)=O)CC1=NC=C(C=C1)Cl)OCC1(COC1)C (3R)-3-(4-Chlorophenyl)-2-[(5-chloropyridin-2-yl)methyl]-6-(2-hydroxypropan-2-yl)-3-[(3-methyloxetan-3-yl)methoxy]-2,3-dihydro-1H-isoindol-1-on